N1C(=NC2=C1C=CC=C2)C2=CC(=NN2C)NC(=O)C=2C=NC(=CC2)N2CCNC1(CC1)C2 N-[5-(1H-benzimidazol-2-yl)-1-methyl-pyrazol-3-yl]-6-(4,7-diazaspiro[2.5]octan-7-yl)pyridine-3-carboxamide